C(C)(C)(C)[SiH](C)C tert-butyl-(dimethyl)Silane